[O-]S(=O)(=O)C(F)(F)F.C(=C)[N+]1=C(N(C=C1)CCCC)CC1=CC=CC=C1 vinylbenzyl-N-butylimidazolium triflate